OCCC1C(C(NC1=O)C(=O)OC)C methyl 4-(2-hydroxyethyl)-3-methyl-5-oxopyrrolidine-2-carboxylate